CN(C1CCC(CC1)C1(OC2=C(O1)C(=CC(=C2C)C(=O)NCC=2C(NC(=CC2SC)C)=O)C2=C(C=CC(=C2)F)OC)C)C 2-(4-(dimethylamino)cyclohexyl)-7-(5-fluoro-2-methoxyphenyl)-2,4-dimethyl-N-((6-methyl-4-(methylthio)-2-oxo-1,2-dihydropyridin-3-yl)methyl)benzo[d][1,3]dioxole-5-carboxamide